C(C)(=O)O[C@@]1([C@H](O[C@@H]2OC(O[C@@H]21)(C)C)COC(C(=O)OCC)(C(=O)OCC)CC2=CC=C(C=C2)N2C(NCCC2)=O)C#C diethyl 2-(((3aR,5R,6R,6aR)-6-acetoxy-6-ethynyl-2,2-dimethyltetrahydrofuro[2,3-d][1,3]dioxol-5-yl)methoxy)-2-(4-(2-oxotetrahydropyrimidin-1(2H)-yl)benzyl)malonate